ClC=1N=C(SC1C(=O)NC[C@@H](CC)C(N[C@H]1C2=C(C(N3N(C1=O)CCC3)=O)C=CC=C2)=O)C=2C=NC(=CC2)OC(F)F 4-Chloro-2-(6-(difluoromethoxy)pyridin-3-yl)-N-((R)-2-(((S)-5,11-dioxo-2,3,10,11-tetrahydro-1H,5H-benzo[d]pyrazolo[1,2-a][1,2]diazepin-10-yl)carbamoyl)butyl)thiazol-5-carboxamid